C(C)OC1(CCC(CC1)=O)C(=O)OCC ethyl 1-ethoxy-4-oxocyclohexane-1-carboxylate